NCCNC1=C2N=CN(C2=NC=N1)CC(=O)N1[C@@H](C[C@H](C1)F)C(=O)NCC1=C(C(=CC=C1)Cl)F (2S,4R)-1-(2-(6-((2-aminoethyl)amino)-9H-purin-9-yl)acetyl)-N-(3-chloro-2-fluorophenylmethyl)-4-fluoropyrrolidine-2-carboxamide